Gallium-tin [Sn].[Ga]